zirconium-molybdenum-tungsten [W].[Mo].[Zr]